Ribulose 5-phosphate P(=O)(O)(O)OC[C@H]([C@H](C(CO)=O)O)O